BrC1=NN(C2=C(C=CC=C12)NCC(=O)N1CCN(CC1)C(=O)OC(C)(C)C)C Tert-butyl 4-((3-bromo-1-methyl-1H-indazol-7-yl)glycyl)piperazine-1-carboxylate